tert-butyl 2-(5-(2-((2,2-difluoroethyl) (isopropyl) carbamoyl)-4-fluorophenoxy) pyrimidin-4-yl)-2,7-diazaspiro[3.5]nonane-7-carboxylate FC(CN(C(=O)C1=C(OC=2C(=NC=NC2)N2CC3(C2)CCN(CC3)C(=O)OC(C)(C)C)C=CC(=C1)F)C(C)C)F